(4-bromo-3,5-difluorophenyl)trimethylsilane BrC1=C(C=C(C=C1F)[Si](C)(C)C)F